3-chloro-1-methyl-pyrazol-4-ol ClC1=NN(C=C1O)C